FC=1C=CC(=NC1)NC1=NC=C(C(=O)NOC)C(=C1)NC1=C(C(=CC=C1)C1=NN(C=C1)C)OCC(F)(F)F 6-((5-Fluoropyridin-2-yl)amino)-N-methoxy-4-((3-(1-methyl-1H-pyrazol-3-yl)-2-(2,2,2-trifluoroethoxy)phenyl)amino)nicotinamide